N-(2-oxoindolin-5-yl)-3-(piperidin-1-yl)propanamide O=C1NC2=CC=C(C=C2C1)NC(CCN1CCCCC1)=O